C(C)(C)(C)OC(NC1=CN(C2=C1C(N(C=C2)CCOCC2=CC=CC=C2)=O)C)=O (5-(2-(Benzyloxy)ethyl)-1-methyl-4-oxo-4,5-dihydro-1H-pyrrolo[3,2-c]pyridin-3-yl)carbamic acid tert-butyl ester